7-(1-Benzylpiperidin-3-yl)-2-(2-methoxypyridin-4-yl)pyrazolo[1,5-a]pyrimidine C(C1=CC=CC=C1)N1CC(CCC1)C1=CC=NC=2N1N=C(C2)C2=CC(=NC=C2)OC